benzyl (1-(4-(2,6-dioxopiperidin-3-yl)-3,5-difluorophenyl)azetidin-3-yl)carbamate O=C1NC(CCC1C1=C(C=C(C=C1F)N1CC(C1)NC(OCC1=CC=CC=C1)=O)F)=O